C1(=CC=CC=C1)C(=NC=1C=C2C=CC(=NC2=CC1)[2H])C1=CC=CC=C1 1,1-diphenyl-N-(quinolin-6-yl-2-d)methanimine